[Li].[Fe].P(O)(O)(O)=O phosphoric acid Iron-lithium